FC(C[C@@H]1[C@H]([C@@H](N(C1=O)C=1C=C2C=NN(C2=CC1)C1=CC=C(C=C1)F)C1=CC=CC=C1)C1(CC1)C(=O)N)F ((2R,3S,4R)-4-(2,2-difluoroethyl)-1-(1-(4-fluorophenyl)-1H-indazol-5-yl)-5-oxo-2-phenylpyrrolidin-3-yl)cyclopropanecarboxamide